C1(CCCCC1)[C@H](C(=O)N1C(CC(C1)O)C(=O)NC)N1N=NC(=C1)C=1OC=CC1 1-((R)-2-cyclohexyl-2-(4-(furan-2-yl)-1H-1,2,3-triazol-1-yl)acetyl)-4-hydroxy-N-methylpyrrolidine-2-carboxamide